1-(3-tert-butyl-4-methoxy-5-morpholin-4-ylphenyl)-2-(5,6-diethoxy-4-fluoro-3-imino-1H-isoindol-2-yl)ethanone C(C)(C)(C)C=1C=C(C=C(C1OC)N1CCOCC1)C(CN1CC2=CC(=C(C(=C2C1=N)F)OCC)OCC)=O